7-chloro-6-(2-chloro-6-hydroxyphenyl)-4-(2,4-diisopropylpyridin-3-yl)-1-((3-fluoro-1-(2-fluoroacryloyl)azetidin-3-yl)methyl)-1,4-dihydropyrido[2,3-b]pyrazine-2,3-dione ClC1=CC2=C(N(C(C(N2CC2(CN(C2)C(C(=C)F)=O)F)=O)=O)C=2C(=NC=CC2C(C)C)C(C)C)N=C1C1=C(C=CC=C1O)Cl